7-(4-amino-2,6-difluoro-3-iodo-phenoxy)-3,4-dihydro-2H-isoquinolin-1-one NC1=C(C(=C(OC2=CC=C3CCNC(C3=C2)=O)C(=C1)F)F)I